3-(3,5-difluorophenyl)-5-methyl-N-[cis-5-(pyrrolidine-1-carbonyl)tetrahydrofuran-3-yl]-4H-isoxazole-5-carboxamide FC=1C=C(C=C(C1)F)C1=NOC(C1)(C(=O)N[C@@H]1CO[C@@H](C1)C(=O)N1CCCC1)C